3-{[2-(hydroxymethyl)-6-nitro-1-benzofuran-5-yl]oxy}-N,N-dimethylbenzamide OCC=1OC2=C(C1)C=C(C(=C2)[N+](=O)[O-])OC=2C=C(C(=O)N(C)C)C=CC2